(5S,7S)-2-trans-((3-(difluoromethoxy)cyclobutyl)thio)-7-fluoro-5-phenyl-6,7-dihydro-5H-pyrrolo[1,2-b][1,2,4]triazole FC(OC1CC(C1)SC=1N=C2N(N1)[C@@H](C[C@@H]2F)C2=CC=CC=C2)F